C(C)(=O)OC1(CN(C1)CC=1C=NC(=CC1)Br)C 1-((6-bromopyridin-3-yl) methyl)-3-methylazetidin-3-yl acetate